(E)-2-methyl-alpha-methoxyiminophenylacetonitrile CC1=C(C=CC=C1)\C(\C#N)=N/OC